C(C(C)C)(=O)OC1C(OC(CCOC(C1)=O)=O)C 6-methyl-4,9-dioxo-1,5-dioxonan-7-yl isobutyrate